C(C)S(=O)(=O)C=1C=C(C=NC1C1=NC2=C(C=NC(=C2)C(F)(F)F)N1C)N 5-ethylsulfonyl-6-[3-methyl-6-(trifluoromethyl)imidazo[4,5-c]pyridin-2-yl]pyridin-3-amine